(2-chloropyrimidin-4-yl)(piperidin-1-yl)methanone ClC1=NC=CC(=N1)C(=O)N1CCCCC1